tert-butyl 4-(4-((2-(2,6-dioxopiperidin-3-yl)-1-oxoisoindolin-4-yloxy)methyl)phenyl)piperidine-1-carboxylate O=C1NC(CCC1N1C(C2=CC=CC(=C2C1)OCC1=CC=C(C=C1)C1CCN(CC1)C(=O)OC(C)(C)C)=O)=O